(dimethylphosphorylmethyl)-3-methyl-azetidine-1-carboxylic acid tert-butyl ester C(C)(C)(C)OC(=O)N1C(C(C1)C)CP(=O)(C)C